C(#N)C(=C1C2=CC(=CC=C2C=2C(=CC(=CC12)[N+](=O)[O-])[N+](=O)[O-])[N+](=O)[O-])C#N 9-dicyanomethylene-2,4,7-trinitrofluorene